ClC=1C=C(C=CC1F)[C@@H]1CN2[C@H](CO1)CN(CC2)C(=O)C=2C(=C(C=CC2)C2=NNC(O2)=O)Cl 5-[3-[(3R,9aS)-3-(3-Chloro-4-fluorophenyl)-3,4,6,7,9,9a-hexahydro-1H-pyrazino[2,1-c][1,4]oxazin-8-carbonyl]-2-chlorophenyl]-3H-1,3,4-oxadiazol-2-on